(R)-5-chlorothiophene-2-sulfinic acid isopropyl ester C(C)(C)O[S@@](=O)C=1SC(=CC1)Cl